C(=C)C1=CC=C(C[N+](CCCCCCCCCC)(C)C)C=C1 4-vinylbenzyl-N,N-dimethyl-N-decylammonium